COC1=NC=CC=C1C=1C=NN2C1N=C(C=C2)NCCNC N1-(3-(2-methoxypyridin-3-yl)pyrazolo[1,5-a]pyrimidin-5-yl)-N2-methylethane-1,2-diamine